carbon lactose OC1[C@H](O)[C@@H](O)[C@H](O[C@H]2[C@H](O)[C@@H](O)[C@@H](O)[C@H](O2)CO)[C@H](O1)CO.[C]